[Ni].[Co].[Cr].C(#N)C=1C=C(C(=O)NC2CCC(CC2)NC2=NC(=NC3=CC=CC=C23)C(F)(F)F)C=CC1 3-cyano-N-[(1s,4s)-4-{[2-(trifluoromethyl)quinazolin-4-yl]amino}cyclohexyl]benzamide Chromium-Cobalt-Nickel